C(C)(C)(C)OC(NCC(=O)NC1=CC(=C(C(=C1)C)OC1=CC(=CC(=C1)C)C=1C2=C(C(N(C1)C)=O)NC(=C2)C(NCC)=O)C)=O tert-butyl(2-((4-(3-(2-(ethylcarbamoyl)-6-methyl-7-oxo-6,7-dihydro-1H-pyrrolo[2,3-c]pyridin-4-yl)-5-methylphenoxy)-3,5-dimethylphenyl)amino)-2-oxoethyl)carbamate